6-(5-(methyl-sulfonyl)pyridin-3-yl)-N-(1-phenyl-ethyl)quinazolin-4-amine CS(=O)(=O)C=1C=C(C=NC1)C=1C=C2C(=NC=NC2=CC1)NC(C)C1=CC=CC=C1